C(CCCCCC(C)C)C1=C(C(C(=O)O)=CC(=C1C(=O)O)C(=O)O)C(=O)O.C1(=C(C=CC=C1)OCC1CN(CCC1)C=O)C (3-((o-tolyloxy)methyl)piperidin-1-yl)methanone iso-nonyl-pyromellitate